OOOOOOOCCCCCCCCCCCCCCCCCC heptaoxapentacosan